bis(2,4-di-tert-butylphenyl)propionic acid C(C)(C)(C)C1=C(C=CC(=C1)C(C)(C)C)C(C(=O)O)(C)C1=C(C=C(C=C1)C(C)(C)C)C(C)(C)C